7-bromo-3-(2-chloropyrimidin-4-yl)-1H-indole BrC=1C=CC=C2C(=CNC12)C1=NC(=NC=C1)Cl